3-(2-hydroxy-1-phenylethyl)urea OCC(C1=CC=CC=C1)NC(N)=O